p-coumarylacetic acid C(\C=C\C1=CC=C(C=C1)O)CC(=O)O